C(CCC)[Sn](C1=NC(=CC=C1)C)(CCCC)CCCC tributyl-(6-methyl-2-pyridinyl)stannane